C(C)(C)(C)OC(=O)N1C(C2=CC=CC(=C2C1)N1N=CC(=C1C(F)(F)F)C(NC=1C=NC(=C(C1)Cl)N1N=CC=N1)=O)=O 4-(4-((5-chloro-6-(2H-1,2,3-triazol-2-yl)pyridin-3-yl)carbamoyl)-5-(trifluoromethyl)-1H-pyrazol-1-yl)-1-oxoisoindoline-2-carboxylic acid tert-butyl ester